BrC1=C2OCCCC3=C(NC(C(S1)=C23)=O)CBr 2-bromo-7-(bromomethyl)-12-oxa-3-thia-6-azatricyclo[6.4.1.04,13]trideca-1,4(13),7-trien-5-one